1-(7-fluoro-3-oxo-4-(prop-2-yn-1-yl)-3,4-dihydrospiro[benzo[b][1,4]oxazin-2,1'-cyclopropane]-6-yl)pyrrolidine-2,5-dione FC=1C(=CC2=C(OC3(CC3)C(N2CC#C)=O)C1)N1C(CCC1=O)=O